FC(C(=O)O)(F)F.N[C@H]1[C@@H](CCC[C@@H]1F)C1=C(C2=NC(=CC(=C2S1)NCC=1SC=CC1)Cl)C 2-((1R,2S,3S)-2-amino-3-fluorocyclohexyl)-5-chloro-3-methyl-N-(thiophen-2-ylmethyl)thieno[3,2-b]pyridin-7-amine trifluoroacetate